7-(7-oxabicyclo[2.2.1]heptan-1-yl)-2-bromo-4,4-difluoro-4,5,7,8-tetrahydro-3H-1-thia-5a,8-diazabenzo[cd]azulen-9(6H)-one C12(CCC(CC1)O2)C2CN1C=3C(=C(SC3C(N2)=O)Br)CC(C1)(F)F